bis(chloroacetyl)dimethylenediamine ClCC(=O)NCCNC(CCl)=O